O=C1NCC[C@@H]1CCC(C)NC([O-])=O ((S)-2-oxopyrrolidin-3-yl)butan-2-ylcarbamate